C(C)(=O)OCC1C(C1C(=O)OC(C)(C)C)(C)C tert-butyl 3-acetoxymethyl-2,2-dimethylcyclopropanecarboxylate